[Br-].F[N+](F)(F)F perfluoroammonium bromide